O=C(C(=O)[O-])CC(=O)[O-] oxo-succinate